1-(3-((4-((5-(furan-2-yl)-2-((1-methylazetidin-3-yl)oxy)phenyl)amino)-7-methoxyquinazoline-6-yl)oxy)azetidin-1-yl)prop-2-en-1-one O1C(=CC=C1)C=1C=CC(=C(C1)NC1=NC=NC2=CC(=C(C=C12)OC1CN(C1)C(C=C)=O)OC)OC1CN(C1)C